ClC=1C(=C(C=CC1)NC1=NC=NC2=CC=C(C(=C12)OCCF)NC(\C=C\CN(C)C)=O)F (E)-N-(4-((3-chloro-2-fluorophenyl)amino)-5-(2-fluoroethoxy)quinazolin-6-yl)-4-(dimethylamino)but-2-eneamide